N[C@H](C(=O)OC(C)(C)C)[C@@H]1CC(CCC1)=C tert-Butyl (S)-2-amino-2-((S)-3-methylenecyclohexyl)acetate